4,4'-bis(methoxymethyl)-1,1'-biphenyl COCC1=CC=C(C=C1)C1=CC=C(C=C1)COC